2-(2-aminoethyl)-5-(piperazin-1-yl)-2,3-dihydro-1,4-benzodioxine NCCC1COC2=C(O1)C=CC=C2N2CCNCC2